methyl 3-(9-((4-(((tert-butoxycarbonyl)amino)methyl)phenyl)carbamoyl)-2-methyl-4,5-dihydrobenzo[b]thieno[2,3-d]oxepin-8-yl)-6-(propylcarbamoyl)picolinate C(C)(C)(C)OC(=O)NCC1=CC=C(C=C1)NC(=O)C1=CC2=C(OCCC3=C2SC(=C3)C)C=C1C=1C(=NC(=CC1)C(NCCC)=O)C(=O)OC